methyl 5-[4-(tert-butoxycarbonyl) piperazin-1-yl]-3-methoxycinnoline-8-carboxylate C(C)(C)(C)OC(=O)N1CCN(CC1)C1=C2C=C(N=NC2=C(C=C1)C(=O)OC)OC